N-[(7-hydroxy-4-methyl-2-oxo-2H-chromen-8-yl)methyl]-L-leucine OC1=CC=C2C(=CC(OC2=C1CN[C@@H](CC(C)C)C(=O)O)=O)C